4-(4-(2,5-diazabicyclo[2.2.2]octan-2-yl)-8-fluoro-2-(((S)-1-methylpyrrolidin-2-yl)methoxy)pyrido[4,3-d]pyrimidin-7-yl)naphthalen-2-ol C12N(CC(NC1)CC2)C=2C1=C(N=C(N2)OC[C@H]2N(CCC2)C)C(=C(N=C1)C1=CC(=CC2=CC=CC=C12)O)F